1-((1R,3R,5S)-3-((5-cyclopropyl-3-(2-fluorophenyl)isoxazol-4-yl)methoxy)-8-azabicyclo[3.2.1]octane-8-carbonyl)indoline-4-carboxylic acid C1(CC1)C1=C(C(=NO1)C1=C(C=CC=C1)F)COC1C[C@H]2CC[C@@H](C1)N2C(=O)N2CCC=1C(=CC=CC21)C(=O)O